NSC12N=CN=CC2=NC=N1 4-aminothiopurine